O=C1NC(CC[C@@H]1NC(=O)C1=COC2=C1C=CC=C2)=O (S)-N-(2,6-dioxopiperidin-3-yl)benzofuran-3-carboxamide